1-(3-(trifluoromethyl)phenyl)piperazine hydrochloride Cl.FC(C=1C=C(C=CC1)N1CCNCC1)(F)F